8-Bromo-2,7-dimethylimidazo[1,2-a]pyridine BrC=1C=2N(C=CC1C)C=C(N2)C